CC(C(CC=C)OC1=CC=C(C=C1)CCC(C)=O)=CCC 4-(4-((5-methylocta-1,5-dien-4-yl)oxy)phenyl)butan-2-one